COC(=O)OC(C)OC(=O)[C@H]1[C@@H](N(C[C@@H]1C1=CC2=C(OCO2)C=C1)CC(=O)N(CCCC)CCCC)C1=CC=C(C=C1)OC 1-[(methoxycarbonyl)oxy]ethyl-(2R,3R,4S)-4-(Benzo[d][1,3]dioxolan-5-yl)-1-[2-(dibutylamino)-2-oxoethaneyl]-2-(4-methoxyphenyl)pyrrolidine-3-carboxylate